CC1=CC(=CC2=C1C(=CC(=O)O2)O)O The molecule is a hydroxycoumarin that is 2H-chromen-2-one substituted by a hydroxy group at positions 4 and 7, and a methyl group at position 5. It has a role as an Aspergillus metabolite and a plant metabolite. It is a conjugate acid of a 4,7-dihydroxy-5-methylcoumarin(1-).